4-(4-acryloylpiperazin-1-yl)-7-(2-amino-3,4,5,6-tetrafluorophenyl)-6-chloro-1-(2-isopropyl-4-methylpyridin-3-yl)-2-oxo-1,2-dihydro-1,8-naphthyridine-3-carbonitrile C(C=C)(=O)N1CCN(CC1)C1=C(C(N(C2=NC(=C(C=C12)Cl)C1=C(C(=C(C(=C1F)F)F)F)N)C=1C(=NC=CC1C)C(C)C)=O)C#N